8-[(2s,5r)-4-[(4-chlorophenyl)(4-fluorophenyl)methyl]-5-ethyl-2-methylpiperazin-1-yl]-5-methyl-6-oxo-5,6-dihydro-1,5-naphthyridine-2-carbonitrile ClC1=CC=C(C=C1)C(N1C[C@@H](N(C[C@H]1CC)C1=CC(N(C=2C=CC(=NC12)C#N)C)=O)C)C1=CC=C(C=C1)F